2-(4-(benzo[b]thiophen-2-yl)phenyl)-4,4,5,5-tetramethyl-1,3,2-dioxaborolane S1C2=C(C=C1C1=CC=C(C=C1)B1OC(C(O1)(C)C)(C)C)C=CC=C2